5-chloro-2-[[(1R)-1-(4-chlorophenyl)-7-fluoro-5-[1-hydroxy-1-(1-methyl-4-piperidinyl)ethyl]-1-methoxy-3-oxo-isoindolin-2-yl]methyl]benzoic acid ClC=1C=CC(=C(C(=O)O)C1)CN1[C@@](C2=C(C=C(C=C2C1=O)C(C)(C1CCN(CC1)C)O)F)(OC)C1=CC=C(C=C1)Cl